FC(C(=O)O)(CC1=NC=C(C=C1)C(F)(F)F)F α,α-difluoro-5-(trifluoromethyl)-2-pyridinepropanoic acid